C[C@H]1[C@H](N(C[C@@H](O1)C)C(=O)OC(C)(C)C)CNC1=NC=CC(=N1)C(F)(F)F tert-butyl (2S,3R,6S)-2,6-dimethyl-3-(((4-(trifluoromethyl)pyrimidin-2-yl)amino)methyl)morpholine-4-carboxylate